FC1=CC=C(C=C1)C1=NOC(=N1)[C@H](C)N (1S)-1-[3-(4-fluorophenyl)-1,2,4-oxadiazol-5-yl]Ethylamine